FC=1C=C(C=CC1OC1=CC=NC2=CC(=C(C=C12)OC)OCCN1CC(CCC1)O)NC(=O)C1=C2C(=CN(C1=O)C1=CC=C(C=C1)F)CCO2 N-(3-fluoro-4-((7-(2-(3-hydroxypiperidin-1-yl)ethoxy)-6-methoxyquinolin-4-yl)oxy)phenyl)-5-(4-fluorophenyl)-6-oxo-2,3,5,6-tetrahydrofuro[3,2-c]pyridine-7-carboxamide